C(C)(C)(C)C1=NNC(=C1)NC(C1=C(N=CC=C1)Cl)=O N-(3-(tert-butyl)-1H-pyrazol-5-yl)-2-chloronicotinamide